7-[7-(2-methoxy-3-pyridyl)-6-[1-(1-prop-2-enoylazetidin-3-yl)pyrazol-4-yl]thieno[3,2-c]pyridin-4-yl]-2,4-dihydro-1H-isoquinolin-3-one COC1=NC=CC=C1C=1C2=C(C(=NC1C=1C=NN(C1)C1CN(C1)C(C=C)=O)C1=CC=C3CC(NCC3=C1)=O)C=CS2